(1S,5R)-3-(8-cyanoquinolin-5-yl)-5-(methyl)-3-azabicyclo[3.1.0]hexane-1-carboxylic acid C(#N)C=1C=CC(=C2C=CC=NC12)N1C[C@@]2(C[C@]2(C1)C)C(=O)O